tin tri-n-butyl-2-ethylhexanoate C(CCC)C(CCCC(C(=O)[O-])CC)(CCCC)CCCC.[Sn+4].C(CCC)C(CCCC(C(=O)[O-])CC)(CCCC)CCCC.C(CCC)C(CCCC(C(=O)[O-])CC)(CCCC)CCCC.C(CCC)C(CCCC(C(=O)[O-])CC)(CCCC)CCCC